6-(4-hydroxy-3',5'-di-t-butylanilino)-1,3,5-triazine OC1=C(C=C(NC2=NC=NC=N2)C=C1C(C)(C)C)C(C)(C)C